C1(CC1)CS(=O)(=O)NC=1SC=C(N1)C(C(=O)NC1=C(C=C(C=C1)C1=NC(=CN=C1)C(F)(F)F)F)(C)C 2-(2-((cyclopropylmethyl)sulfonamido)thiazol-4-yl)-N-(2-fluoro-4-(6-(trifluoromethyl)pyrazin-2-yl)phenyl)-2-methylpropanamide